N1=C(C=CC=C1)COC(=O)C1=CC=CC=2C3=CC=CC=C3NC12 2-pyridylmethoxycarbonyl-carbazole